C(#C)C=1C(=CC=C2C=C(C=C(C12)C1=C(C=2N=C(N=C(C2C=N1)N1CC2CCC(C1)C2O)OC[C@]21CCCN1C[C@@H](C2)F)F)O)F 3-[7-(8-ethynyl-7-fluoro-3-hydroxynaphthalen-1-yl)-8-fluoro-2-{[(2R,7aS)-2-fluorotetrahydro-1H-pyrrolizin-7a(5H)-yl]methoxy}pyrido[4,3-d]pyrimidin-4-yl]-3-azabicyclo[3.2.1]octan-8-ol